C(CC)N(CCC1=CNC2=CC=CC=C12)C(C)C N-propyl-N-isopropyl-tryptamine